1-(5-amino-2-methylpentyl)-2,3-diisopropylguanidine NCCCC(CNC(=NC(C)C)NC(C)C)C